7-fluoro-3-(3-hydroxypropyl)-5-methylisoquinolin-1(2H)-one FC1=CC(=C2C=C(NC(C2=C1)=O)CCCO)C